2,4-dichloro-6,7-dihydro-5H-pyrrolo[3,4-d]pyrimidine ClC=1N=C(C2=C(N1)CNC2)Cl